(N,N-diethylamino)ethyl bromide hydrobromide Br.C(C)N(CC)CCBr